N-methylpyridinium-4-carboxaldehyde benzenesulfonate salt C1(=CC=CC=C1)S(=O)(=O)[O-].C[N+]1=CC=C(C=C1)C=O